pent-4-enoic acid ethyl ester, dihydrochloride Cl.Cl.C(C)OC(CCC=C)=O